COC1=C(C=CC=C1)C=CC1=CC=C(C=C1)OC1=CC=CC=C1 methoxy-4'-phenoxy-stilbene